2-(1-(4-amino-3-(dibenzo[b,d]furan-4-yl)-1H-pyrazolo[3,4-d]pyrimidin-1-yl)ethyl)-3-(3-fluorophenyl)-4H-chromen-4-one 1,3-bis(3-bromophenoxy)propan-2-yl-acrylate BrC=1C=C(OCC(COC2=CC(=CC=C2)Br)OC(C=C)=O)C=CC1.NC1=C2C(=NC=N1)N(N=C2C2=CC=CC1=C2OC2=C1C=CC=C2)C(C)C=2OC1=CC=CC=C1C(C2C2=CC(=CC=C2)F)=O